NCCOC1=CC=C(C=C1)[C@@H]1COC2=C1C=C(C=C2C(=O)NC)C(=O)NC2[C@H]1COC[C@@H]21 |o1:10| (S*)-3-(4-(2-aminoethoxy)phenyl)-N5-((1R,5S,6r)-3-oxabicyclo[3.1.0]hexan-6-yl)-N7-methyl-2,3-dihydrobenzofuran-5,7-dicarboxamide